methyl N-[5-({4-[(2S)-2-{[8-(dimethylcarbamoyl)quinazolin-4-yl]amino}propyl]piperazin-1-yl}sulfonyl)-4-methyl-1,3-thiazol-2-yl]carbamate CN(C(=O)C=1C=CC=C2C(=NC=NC12)N[C@H](CN1CCN(CC1)S(=O)(=O)C1=C(N=C(S1)NC(OC)=O)C)C)C